OC1=NC=CC=C1.P phosphine 2-hydroxypyridine salt